(N-(4-((3-methyl-4-oxo-3,4-dihydrophthalazin-1-yl)methyl)phenyl)sulfamoyl)carbamic acid tert-butyl ester C(C)(C)(C)OC(NS(NC1=CC=C(C=C1)CC1=NN(C(C2=CC=CC=C12)=O)C)(=O)=O)=O